5-ethynyl-4-hydroxytetrahydrofuran C(#C)C1C(CCO1)O